[NH4+].C(CC(C)C)S(=O)(=O)[O-] isopentylsulfonic acid ammonium salt